ClC=1C(=C(OC=2N=NC(=CC2)C)C=CC1)F 3-(3-chloro-2-fluoro-phenoxy)-6-methyl-pyridazin